racemic-6-fluorochroman-2-carboxylic acid methyl ester COC(=O)[C@@H]1OC2=CC=C(C=C2CC1)F |r|